tert-butyl 3-[1-[5-(5-chloro-2-methoxypyridin-4-yl)-1-(oxan-2-yl)pyrazole-3-carbonyl]piperidine-4-amido]pyrrolidine-1-carboxylate ClC=1C(=CC(=NC1)OC)C1=CC(=NN1C1OCCCC1)C(=O)N1CCC(CC1)C(=O)NC1CN(CC1)C(=O)OC(C)(C)C